(E)-1-(3,4-dimethoxyphenyl)-3-(1H-indol-3-yl)-2-methylpropan-2-en-1-one COC=1C=C(C=CC1OC)C(\C(=C\C1=CNC2=CC=CC=C12)\C)=O